phenol phosphate hydroxide [OH-].P(=O)([O-])([O-])OC1=CC=CC=C1